Cl.C1(CC1)CC1NCCC2=CC=C(C=C12)NC=1C=NN(C1)C(C)C (cyclopropylmethyl)-N-(1-isopropyl-1H-pyrazol-4-yl)-1,2,3,4-tetrahydroisoquinoline-7-amine hydrochloride